ethyl 3-fluoro-4-(5-methyl-3-(trifluoromethyl)-1H-pyrazol-1-yl)benzoate FC=1C=C(C(=O)OCC)C=CC1N1N=C(C=C1C)C(F)(F)F